CN1CC=2N(CC1)C(=NN2)C(=O)N2CCC(CC2)C2=C(C=CC=C2)C(F)(F)F (7-methyl-5,6,7,8-tetrahydro-[1,2,4]triazolo[4,3-a]pyrazin-3-yl)(4-(2-(trifluoromethyl)phenyl)piperidin-1-yl)methanone